1-ethyl-3-(3-dimethylaminopropylamino)carbodiimide C(C)N=C=NNCCCN(C)C